C1(CCCC1)C(N1C=C(C=2C1=NC=C(C2)C=2C(=NOC2C)C)C2=CC=C(C=C2)C(C(=O)O)(C)C)C2=NC=CC=C2 2-(4-(1-(cyclopentyl(pyridin-2-yl)methyl)-5-(3,5-dimethylisoxazol-4-yl)-1H-pyrrolo[2,3-b]pyridin-3-yl)phenyl)-2-methylpropanoic acid